COC=1C=C(C=C(C1OC)OC)C1=NC=CC=C1 (3,4,5-trimethoxyphenyl)pyridine